[Si](C1=CC=CC=C1)(C1=CC=CC=C1)(C(C)(C)C)OC[C@@H]1N(C=CC1)C(=O)OC(C)(C)C tert-butyl (2R)-2-{[(tert-butyldiphenylsilyl) oxy] methyl}-2,3-dihydro-1H-pyrrole-1-carboxylate